C(=C)C1CC=C(CC1)C=NO N-[(4-vinylcyclohex-1-en-1-yl)methylene]hydroxylamine